3-(3,5-difluorophenyl)-7-methyl-2-(methyl-d3)-2,4,5,7-tetrahydro-6H-pyrazolo[3,4-c]pyridine-6-carboxylic acid tert-butyl ester C(C)(C)(C)OC(=O)N1C(C=2C(CC1)=C(N(N2)C([2H])([2H])[2H])C2=CC(=CC(=C2)F)F)C